[Cl-].CC1(C(=[N+](C=2C=CC3=C(C12)C=CC=C3)CCCCCC(NCC#C)=O)\C=C\C=C\C=C/3\N(C=1C=CC2=C(C1C3(C)C)C=CC=C2)C)C 1,1-Dimethyl-3-(6-oxo-6-(prop-2-ynylamino)hexyl)-2-((1e,3E,5E)-5-(1,1,3-trimethyl-1H-benzo[e]indol-2(3H)-yliden)penta-1,3-dienyl)-1H-benzo[e]indolium chlorid